1-((2-oxo-2,4-dihydro-1H-benzo[d][1,3]oxazin-6-yl)methyl)-4-phenethylpiperidine-4-carboxamide O=C1OCC2=C(N1)C=CC(=C2)CN2CCC(CC2)(C(=O)N)CCC2=CC=CC=C2